3-isopropoxy-4-nitro-1-(oxetan-3-yl)-1H-pyrazole C(C)(C)OC1=NN(C=C1[N+](=O)[O-])C1COC1